2-[4-bromo-2-oxo-1'-(1H-pyrazolo[3,4-b]pyridine-5-carbonyl)spiro[indole-3,4'-piperidin]-1-yl]-N-(2,2,2-trifluoroethyl)acetamide BrC1=C2C(=CC=C1)N(C(C21CCN(CC1)C(=O)C=1C=C2C(=NC1)NN=C2)=O)CC(=O)NCC(F)(F)F